1-(5-methyl-1,3,4-thiadiazol-2-yl)ethan-1-amine CC1=NN=C(S1)C(C)N